CN(C1=CC=C(C=C1)C=1SC2=C(N1)C=CC(=C2)O)C 2-(4-(dimethylamino)phenyl)benzo[d]thiazol-6-ol